C(=O)OCCCC BUTYL FORMATE